NC1(CCN(CC1)C1=NC(=C2C(=N1)NN=C2C2=C(C1=C(N=C(S1)C)C=C2)Cl)C(=O)N)C2=C(C=CC=C2)F 6-(4-amino-4-(2-fluorophenyl)piperidin-1-yl)-3-(7-chloro-2-methylbenzo[d]thiazol-6-yl)-1H-pyrazolo[3,4-d]pyrimidine-4-carboxamide